C1(=CC(=CC=C1)C1=NC(=NC=C1Cl)NC=1C=C(C=NC1)N1C(C2(CC1)CCN(CC2)C(CCCCOC=2C=C1C(N(C(C1=CC2)=O)C2C(NC(CC2)=O)=O)=O)=O)=O)C2=CC=CC=C2 5-((5-(2-(5-((4-([1,1'-biphenyl]-3-yl)-5-chloropyrimidin-2-yl)amino)pyridin-3-yl)-1-oxo-2,8-diazaspiro[4.5]decan-8-yl)-5-oxopentyl)oxy)-2-(2,6-dioxopiperidin-3-yl)isoindoline-1,3-dione